FC(C1(CC1)C(=O)NC1=CC=C(N=N1)C(=O)N)(F)F (E)-6-(1-(trifluoromethyl)cyclopropane-1-carboxamido)pyridazine-3-carboxamide